5-(3-isopropyl-5-(1-((tetrahydrofuran-3-yl)methyl)azetidin-3-yl)-1H-indol-2-yl)-1,4-dimethylpyridin-2(1H)-on C(C)(C)C1=C(NC2=CC=C(C=C12)C1CN(C1)CC1COCC1)C=1C(=CC(N(C1)C)=O)C